4-(tert-butyl)-6-(4-chlorophenyl)-1,3,5-triazin-2(1H)-one C(C)(C)(C)C1=NC(NC(=N1)C1=CC=C(C=C1)Cl)=O